(2-(4-fluorophenyl)-2-oxoethyl)carbamic acid tert-butyl ester C(C)(C)(C)OC(NCC(=O)C1=CC=C(C=C1)F)=O